FC(C=1C=NC2=CC=C(C=C2N1)C(C)N1C[C@@H](N(C[C@H]1C)C1=CC(N(C=2N1N=C(C2)CC#N)C)=O)C)F 2-(7-((2S,5R)-4-(1-(3-(difluoromethyl)quinoxalin-6-yl)ethyl)-2,5-dimethylpiperazin-1-yl)-4-methyl-5-oxo-4,5-dihydropyrazolo[1,5-a]pyrimidin-2-yl)acetonitrile